FC1(CN(C1)C=1C=C(C(=NC1)N1C=C(C=C1C)C(=O)OC)OCC=1C=NC=C(C1)F)F methyl 1-[5-(3,3-difluoroazetidin-1-yl)-3-[(5-fluoropyridin-3-yl)methoxy]pyridin-2-yl]-5-methylpyrrole-3-carboxylate